C(C)S(=O)(=O)NC1=CC(=C(OC=2C(=C(C=CC2)CCCOC2CCN(CC2)C(=O)OC(C)(C)C)F)C=C1)C=1C2=C(C(N(C1)C)=O)NC=C2 tert-butyl 4-[3-[3-[4-(ethylsulfonylamino)-2-(6-methyl-7-oxo-1H-pyrrolo[2,3-c]pyridin-4-yl)phenoxy]-2-fluoro-phenyl]propoxy]piperidine-1-carboxylate